2-bromo-4-chloro-1-methoxy-benzene BrC1=C(C=CC(=C1)Cl)OC